4-((3,5-dichloro-4-(3-chloro-2-(methoxymethoxy)propoxy)phenyl)ethyl)phenol ClC=1C=C(C=C(C1OCC(CCl)OCOC)Cl)CCC1=CC=C(C=C1)O